O1C2C(C=C1)O2 furan oxide